ClC1=NC=CC=C1 racemic-chloropyridine